(±)-trans-1-(4-chlorophenyl)-3-[4-(4-methoxyphenyl)-1-methyl-2-oxopyrrolidin-3-yl]urea ClC1=CC=C(C=C1)NC(=O)N[C@@H]1C(N(C[C@H]1C1=CC=C(C=C1)OC)C)=O |r|